C1(CCCC1)C(=O)O (Z)-Cyclopentanecarboxylic acid